C1(CC1)C=1C=NN(C1CO[C@H]1[C@@H]2CN([C@H](C1)C2)C2=C(C=C(C=C2)C2CC(C2)C(=O)OC)F)C2=C(C=CC=C2Cl)Cl methyl 3-[4-[(1S,4S,5R)-5-[[4-cyclopropyl-1-(2,6-dichlorophenyl)-1H-pyrazol-5-yl]methoxy]-2-azabicyclo[2.2.1]heptan-2-yl]-3-fluorophenyl]cyclobutane-1-carboxylate